CC1=CC=C(C(/C=C/C2=C(C=CC=C2)O)=O)C=C1 4'-methyl-2-hydroxychalcone